3-methylbutyl octanoate (isoamyl hexanoate) C(CC(C)C)C(C(=O)O)CCCC.C(CCCCCCC)(=O)OCCC(C)C